cis-(1S,2R)-3-methyl-3,5-cyclohexadiene-1,2-Diol CC1=CC=C[C@@H]([C@@H]1O)O